ClC1=NC(=CC(=C1)CN1CC(C(C1)C)F)Cl 2,6-Dichloro-4-((3-fluoro-4-methylpyrrolidin-1-yl)methyl)pyridine